C1(=CC=CC=C1)N(C(=O)C1=CC=C(C=C1)C1=C(C(=CC=C1)C1=CC=CC=C1)C(=O)N)C1=CC=CC=C1 (4-(diphenylcarbamoyl)phenyl)-[1,1'-biphenyl]-2-carboxamide